FC(C=1N=COC1C(=O)N1[C@@H](C2=C(CC1)NC=N2)C=2OC1=C(N2)C=CC=C1F)F (S)-(4-(difluoromethyl)oxazol-5-yl)(4-(7-fluorobenzo[d]oxazol-2-yl)-6,7-dihydro-1H-imidazo[4,5-c]pyridin-5(4H)-yl)methanone